2-(7-chloro-2,2-difluorobenzo[d][1,3]dioxol-4-yl)-4,4,5,5-tetramethyl-1,3,2-dioxaborolane ClC1=CC=C(C2=C1OC(O2)(F)F)B2OC(C(O2)(C)C)(C)C